ClC1=C(CN[C@H](C(=O)O)CC2=CC(=CC=C2)S(=O)(=O)C)C(=CC(=C1)C#CP(=O)(C1=CC(=CC=C1)O)O)Cl (2s)-2-(2,6-dichloro-4-((hydroxy(3-hydroxyphenyl)phosphoryl)ethynyl)benzylamino)-3-(3-(methylsulfonyl)phenyl)propionic acid